COC([C@H](CCCCNC(=O)OC(C)(C)C)NC(=O)OCCl)=O (2S)-6-{[(tert-butoxy)carbonyl]Amino}-2-{[(chloromethoxy)carbonyl]Amino}hexanoic acid methyl ester